(2Z,2'E)-2,2'-(1-(furan-2-yl)propane-1,2-diylidene)bis(N-methylhydrazine-1-carbothioamide) O1C(=CC=C1)\C(\C(\C)=N\NC(NC)=S)=N/NC(NC)=S